C1=CC=C(C=C1)C(=O)O[C@@H]([C@@H](C(=O)O)OC(=O)C2=CC=CC=C2)C(=O)O (+)-2,3-dibenzoyl-D-tartaric acid